β-cyclohexylethyl mercaptan C1(CCCCC1)CCS